(Z)-5-(thiophen-3-ylmethylene)thiazolidine-2,4-dione S1C=C(C=C1)\C=C/1\C(NC(S1)=O)=O